tert-butyl (1-(6-(2-(methoxymethoxy)-4-(6-methoxypyridazin-4-yl)phenyl)pyridazin-3-yl)pyrrolidin-3-yl)(spiro[3.3]heptan-2-yl)carbamate COCOC1=C(C=CC(=C1)C1=CN=NC(=C1)OC)C1=CC=C(N=N1)N1CC(CC1)N(C(OC(C)(C)C)=O)C1CC2(C1)CCC2